BrC1=NC=CC(=C1F)NC=C1C(OC(OC1=O)(C)C)=O 5-(((2-bromo-3-fluoropyridin-4-yl)amino)methylene)-2,2-dimethyl-1,3-dioxane-4,6-dione